10-(biphenyl-4-yl)-7-[4-bis(biphenyl-4-yl)amino-phenyl]-12,12-dimethyl-10,12-dihydroindeno[2,1-b]carbazole C1(=CC=C(C=C1)C1C=CC2=C(C=3C=C4N=C5C=CC=CC5=C4C(C3C2=C1)(C)C)C1=CC=C(C=C1)N(C1=CC=C(C=C1)C1=CC=CC=C1)C1=CC=C(C=C1)C1=CC=CC=C1)C1=CC=CC=C1